8-(4,4-difluorocyclohex-1-en-1-yl)-N-((2-oxo-1,2-dihydropyridin-3-yl)methyl)quinoline-3-carboxamide FC1(CC=C(CC1)C=1C=CC=C2C=C(C=NC12)C(=O)NCC=1C(NC=CC1)=O)F